(l)-3-(2-(4-Methoxybenzoyl)-1,2,3,4-tetrahydroisoquinolin-5-yl)-3-(4-methanesulfonylphenyl)propionic acid methyl ester COC(CC(C1=CC=C(C=C1)S(=O)(=O)C)C1=C2CCN(CC2=CC=C1)C(C1=CC=C(C=C1)OC)=O)=O